tetrahydropyran-4-yl-ammonium O1CCC(CC1)[NH3+]